COC(C)(C)C methyl-tertiary butyl ether